ClC=1C(=C(C(=CC1)C#N)[C@@H]1[C@H](C1)C(=O)NC1=NC=NC(=C1)Cl)F |r| rac-(1S*,2S*)-2-(3-chloro-6-cyano-2-fluorophenyl)-N-(6-chloropyrimidin-4-yl)cyclopropane-1-carboxamide